methyl 2-(5-chloro-2,3-dihydroxybenzylidene-amino)-3-methyl-butanoate ClC=1C=C(C(=C(C=NC(C(=O)OC)C(C)C)C1)O)O